COC1=C(C=C(C(=C1)[C@H]1N(OCC1)C)C=1C=NN(C1)C)NC=1N=C(C2=C(N1)NC=C2)NC=2C(=C1N=CC=NC1=CC2)P(C)(C)=O (S)-(6-((2-((2-methoxy-5-(1-methyl-1H-pyrazol-4-yl)-4-(2-methyl-isoxazolidin-3-yl)phenyl)amino)-7H-pyrrolo[2,3-d]pyrimidin-4-yl)amino)quinoxalin-5-yl)dimethyl-phosphine oxide